4-bromo-N-tert-butyl-7-methoxyquinolin-6-amine BrC1=CC=NC2=CC(=C(C=C12)NC(C)(C)C)OC